ClC=1C(=NC(=NC1)NC1CCC(CC1)NCCCNC(OC1CC\C=C\CCC1)=O)C=1C=NN(C1CC1CC1)C (E)-Cyclooct-4-en-1-yl (3-(((1r,4r)-4-((5-chloro-4-(5-(cyclopropylmethyl)-1-methyl-1H-pyrazol-4-yl)pyrimidin-2-yl)amino)cyclohexyl)amino)propyl)carbamate